FC(C(C)C1NC2=C(CC1)N=NN2C(=O)OC)(F)F Methyl 5-(2,2,2-trifluoro-1-methyl-ethyl)-4,5,6,7-tetrahydrotriazolopyridine-3-carboxylate